3-(3-((2-ethylhexyl)oxy)-5-pentadecylphenyl)prop-2-yn-1-yl 4-(4-(2-hydroxyethyl)piperazin-1-yl)butanoate OCCN1CCN(CC1)CCCC(=O)OCC#CC1=CC(=CC(=C1)CCCCCCCCCCCCCCC)OCC(CCCC)CC